The molecule is a racemate comprising equimolar amounts of (R)-tosufloxacin(1+) and (S)-tosufloxacin(1+). It contains a (S)-tosufloxacin(1+) and a (R)-tosufloxacin(1+). It is a conjugate acid of a tosufloxacin. C1CN(CC1[NH3+])C2=C(C=C3C(=O)C(=CN(C3=N2)C4=C(C=C(C=C4)F)F)C(=O)O)F